ClC=1C=CC(=C(C1)C1=CC(=C(N=N1)OCC12OCC(CO1)(CO2)C)NC2=CC(=NC=C2)NC(CCN2CCN(CC2)C)=O)F N-(4-{[6-(5-chloro-2-fluorophenyl)-3-({4-methyl-2,6,7-trioxabicyclo[2.2.2]octan-1-yl}methoxy)pyridazin-4-yl]amino}pyridin-2-yl)-3-(4-methylpiperazin-1-yl)propanamide